N[C@@H]1C[C@@H]2N(C(CCN(C2=O)[C@@H](C(=O)NCC2=CC(=C(C=C2)Cl)Cl)CCC#N)CCC2=CC=CC=C2)C1 (2R)-2-((8R,9aS)-8-amino-1-oxo-5-phenethylhexahydro-1H-pyrrolo[1,2-a][1,4]diazepin-2(3H)-yl)-4-cyano-N-(3,4-dichlorobenzyl)butanamide